2-butyl-2-hexyl decanoate C(CCCCCCCCC)(=O)OC(C)(CCCC)CCCC